C[Si]1(C2=C(C=CC(=C2)O[Si](C(C)C)(C(C)C)C(C)C)C2(OC(C3=CC=C(C=C23)C(=O)OC(C)(C)C)=O)C2=C1C=C(C=C2)O[Si](C(C)C)(C(C)C)C(C)C)C tert-butyl 5,5-dimethyl-3'-oxo-3,7-bis((triisopropylsilyl)oxy)-3'H,5H-spiro[dibenzo[b,e]siline-10,1'-isobenzofuran]-6'-carboxylate